4,7-dimethyl-1,10-phenanthroline, ruthenium salt [Ru].CC1=CC=NC2=C3N=CC=C(C3=CC=C12)C